NC1=NC2=C(N1)C=C(C=C2)C=2C=C1C(NC(=NC1=CC2)CCN2CCCCC2)=O 6-(2-amino-1H-benzo[d]imidazol-6-yl)-(2-(piperidin-1-yl)ethyl)quinazolin-4(3H)-one